C(=O)O.FC(C1=NN(C=C1C1=CN=C2N1C=CN=C2NC2=CC(=C(C(=O)N1CCN(CC1)C(=O)C1CCNCC1)C=C2)CC)CCF)F (4-(4-((3-(3-(difluoromethyl)-1-(2-fluoroethyl)-1H-pyrazol-4-yl)imidazo[1,2-a]pyrazin-8-yl)amino)-2-ethylbenzoyl)piperazin-1-yl)(piperidin-4-yl)methanone formate